1-Ethyl-N'-((3-methyl-2-(trifluoromethyl)-6,7-dihydro-5H-cyclopenta[b]pyridin-4-yl)carbamoyl)-1H-pyrazole-3-sulfonimidamide C(C)N1N=C(C=C1)S(=O)(N)=NC(NC1=C2C(=NC(=C1C)C(F)(F)F)CCC2)=O